CC1(CCN(CC1)C(=O)OC(C)(C)C)C(NC1=CN(C(C=C1)=O)C)=O tert-butyl 4-methyl-4-[N-(1-methyl-6-oxo-1,6-dihydropyridin-3-yl)carbamoyl]piperidine-1-carboxylate